CN(C1(CCC2(CN(C(N2)=O)C=2C=NC(=CC2C)C(F)(F)F)CC1)C1=CC=CC=C1)C Cis-8-dimethylamino-3-[4-methyl-6-(trifluoromethyl)-pyridin-3-yl]-8-phenyl-1,3-diazaspiro[4.5]decan-2-one